Cl.C[C@@H]1N(C2=CC=CC=C2[C@@H](C1)NC1=CC=C(C=C1)C=1N=C2N(CCNC2)C1)C(CC)=O 1-((2s,4r)-2-methyl-4-{[4-(5,6,7,8-tetrahydroimidazo[1,2-a]pyrazin-2-yl)phenyl]amino}-3,4-dihydroquinolin-1(2H)-yl)propan-1-one hydrochloride